N=1C=2N(C=CC1N1CCC(CC1)CN1CCN(CC1)C=1C=C3C(N(C(C3=CC1F)=O)N1C(NC(CC1)=O)=O)=O)C1=C(N2)C=CC=C1 5-(4-((1-(Benzo[4,5]imidazo[1,2-a]pyrimidin-2-yl)piperidin-4-yl)methyl)piperazin-1-yl)-2-(2,4-dioxotetrahydropyrimidin-1(2H)-yl)-6-fluoroisoindoline-1,3-dione